(2,6-dichloropyridin-4-yl)methyl-(S)-2-((tert-butoxycarbonyl)(methyl)amino)-3-(5-((tert-butoxycarbonyl)oxy)pyridin-3-yl)propanoic acid ClC1=NC(=CC(=C1)C[C@@](C(=O)O)(CC=1C=NC=C(C1)OC(=O)OC(C)(C)C)N(C)C(=O)OC(C)(C)C)Cl